The molecule is a linear amino trisaccharide that consists of alpha-L-fucose, 6-sulfated beta-D-galactose and N-acetyl-beta-D-glucosamine units connected in sequence by (1->2) and (1->3) links, respectively. It is an amino trisaccharide and an oligosaccharide sulfate. C[C@H]1[C@H]([C@H]([C@@H]([C@@H](O1)O[C@@H]2[C@H]([C@H]([C@H](O[C@H]2O[C@@H]3[C@H]([C@@H](O[C@@H]([C@H]3O)CO)O)NC(=O)C)COS(=O)(=O)O)O)O)O)O)O